N-(4-fluoro-3-methylphenyl)-1,2,4-trimethyl-5-(2-((2-methyl-4,5,6,7-tetrahydrobenzo[d]thiazol-4-yl)amino)-2-oxoacetyl)-1H-pyrrole-3-carboxamide FC1=C(C=C(C=C1)NC(=O)C1=C(N(C(=C1C)C(C(=O)NC1CCCC2=C1N=C(S2)C)=O)C)C)C